C1(CCCCC1)OC1=NC=CC(=C1)C1=CC=C2C(=N1)N1C(=N2)CC[C@@H]1C1=CC=CC=C1 (R)-2-(2-(cyclohexyloxy)pyridin-4-yl)-8-phenyl-7,8-dihydro-6H-pyrrolo[2',1':2,3]imidazo[4,5-b]pyridine